BrC1=CN(C2=CN=C(C=C21)Cl)C 3-bromo-5-chloro-1-methyl-1H-pyrrolo[2,3-c]pyridine